BrC1=C(N)C(=CC(=C1)Br)CNC1CCCCC1 (E)-2,4-dibromo-6-((cyclohexylamino)methyl)aniline